NCCCNC(=O)C1=NC=C(N=C1)C(F)(F)C1=CC(=NC(=C1)N1CCN(CC1)S(=O)(=O)C1=CC=C(C=C1)N1C(C[C@H](C1)N)=O)Cl N-(3-aminopropyl)-5-[[2-chloro-6-[4-[4-[(4R)-4-amino-2-oxo-pyrrolidin-1-yl]phenyl]sulfonylpiperazin-1-yl]-4-pyridinyl]-difluoro-methyl]pyrazine-2-carboxamide